C(=O)C1=C(N(C(=C1)C)C1=CC=C(OCC(=O)O)C=C1)C [4-(3-formyl-2,5-dimethyl-1H-pyrrol-1-yl)phenoxy]acetic acid